2-amino-5-(2-chloro-4-(2-hydroxy-2-(o-tolyl)acetamido)phenyl)-N-isopropylnicotinamide NC1=C(C(=O)NC(C)C)C=C(C=N1)C1=C(C=C(C=C1)NC(C(C1=C(C=CC=C1)C)O)=O)Cl